C(C)(C)[Si](OCCC)(OCCC)C(C)C Diisopropyldipropoxysilane